1-(3-((4-(pyridin-4-ylmethyl)phthalazin-1-yl)amino)phenyl)ethan-1-one N1=CC=C(C=C1)CC1=NN=C(C2=CC=CC=C12)NC=1C=C(C=CC1)C(C)=O